C(C)(=O)N1CCN(CC1)C=1OC2=C(C=C(C=C2C(C1)=O)C)[C@@H](C)NC1=C(C(=O)O)C=CC=C1 (R)-2-((1-(2-(4-acetylpiperazin-1-yl)-6-methyl-4-oxo-4H-chromen-8-yl)ethyl)amino)benzoic acid